BrC=1C(=C(C(=O)OCC)C(=CC1)CCl)C ethyl 3-bromo-6-(chloromethyl)-2-methylbenzoate